3,5,8-trichloropyrido[2,3-d]pyridazine ClC1=CC=2C(=C(N=NC2Cl)Cl)N=C1